COC=1C=C2CC(C(C2=CC1)=O)=CC1=CC(=CC=C1)Cl 2,3-dihydro-5-methoxy-2-[(3-chlorophenyl)methylene]-1H-indenone